di(t-butylphenyl) carbonate C(OC1=C(C=CC=C1)C(C)(C)C)(OC1=C(C=CC=C1)C(C)(C)C)=O